FC=1C=C(C=CC1C(=O)O)C1=CC(=C(C=C1)C(=O)O)F 3,3'-difluorobiphenyl-4,4'-dicarboxylic acid